5-(2,5-Dihydrofuran-3-yl)-2-methyl-7-nitro-1,2,3,4-tetrahydroisoquinoline O1CC(=CC1)C1=C2CCN(CC2=CC(=C1)[N+](=O)[O-])C